N-(2-methyl-5-(trifluoromethyl)phenyl)-8-oxatricyclo[3.2.1.02,4]octane-2-carboxamide CC1=C(C=C(C=C1)C(F)(F)F)NC(=O)C12C3CCC(C2C1)O3